5-(4-((1-(4-(5,7-dimethoxy-4-oxo-3,4-dihydroquinazolin-2-yl)phenyl)piperidin-4-yl)methyl)-3,5-dimethylpiperazin-1-yl)-2-(2,6-dioxopiperidin-3-yl)-6-fluoroisoindoline COC1=C2C(NC(=NC2=CC(=C1)OC)C1=CC=C(C=C1)N1CCC(CC1)CN1C(CN(CC1C)C=1C=C2CN(CC2=CC1F)C1C(NC(CC1)=O)=O)C)=O